C(CCCCCCC)=C(CO)CO 2-octylidene-1,3-propanediol